2-chlorobutylene oxide ClC1COCC1